6-(4-ethoxy-2,5-dimethyl-phenyl)-5-[4-[(3S)-1-(3-fluoropropyl)pyrrolidin-3-yl]oxyphenyl]-8,9-dihydro-7H-benzo[7]annulen-2-ol C(C)OC1=CC(=C(C=C1C)C1=C(C2=C(CCC1)C=C(C=C2)O)C2=CC=C(C=C2)O[C@@H]2CN(CC2)CCCF)C